COC1=NC=C(C2=C1N=C(S2)NC(=O)N2C[C@@]1(CCOC1)CC2)C2=CC=CC=C2 (S)-2-Oxa-7-aza-spiro[4.4]nonane-7-carboxylic acid (4-methoxy-7-phenyl-thiazolo[4,5-c]pyridin-2-yl)-amide